6-acetyl-8-cyclopentyl-2-[[6-[1-[[4-(hydroxymethyl)phenyl]methyl]-4-piperidyl]-3-pyridyl]amino]-5-methyl-pyrido[2,3-d]pyrimidin-7-one C(C)(=O)C1=C(C2=C(N=C(N=C2)NC=2C=NC(=CC2)C2CCN(CC2)CC2=CC=C(C=C2)CO)N(C1=O)C1CCCC1)C